(2S,5R)-5-(2-chlorophenyl)-1-(5'-cyano-2'-methoxy-[1,1'-biphenyl]-4-carbonyl)pyrrolidine-2-carboxylic acid ClC1=C(C=CC=C1)[C@H]1CC[C@H](N1C(=O)C1=CC=C(C=C1)C1=C(C=CC(=C1)C#N)OC)C(=O)O